[C@@H]12OC[C@@H]([C@@H](C1)N1N=C3N=C(C=NC3=C1)C1=C(C=C(C=C1C)C(F)(F)F)O)C2 2-(2-((1S,4R,5R)-2-oxabicyclo[2.2.1]heptan-5-yl)-2H-pyrazolo[3,4-b]pyrazin-6-yl)-3-methyl-5-(trifluoromethyl)phenol